2-cyclopropyl-4-[(2,4-dimethoxyphenyl)methyl]-6-iodo-7,8-dihydro-6H-pyrazolo[1,5-a][1,3]diazepin-5-one C1(CC1)C1=NN2C(N(C(C(CC2)I)=O)CC2=C(C=C(C=C2)OC)OC)=C1